6-(2,3-Dihydrobenzofuran-6-yl)-3-(((S)-10-hydroxy-7-((R)-2-phenylpiperazine-1-carbonyl)-7-aza-spiro[4.5]decan-10-yl)methyl)pyrimidin-4(3H)-one O1CCC2=C1C=C(C=C2)C2=CC(N(C=N2)C[C@@]2(CCN(CC21CCCC1)C(=O)N1[C@@H](CNCC1)C1=CC=CC=C1)O)=O